tert-Butyl 3-bromo-2-(thiazol-5-yl)-1H-indole-1-carboxylate BrC1=C(N(C2=CC=CC=C12)C(=O)OC(C)(C)C)C1=CN=CS1